2-((S)-4-(6-(8-methylnaphthalen-1-yl)-2-(((S)-1-methylpyrrolidin-2-yl)methoxy)-6,7,8,9-tetrahydro-5H-pyrimido[5,4-c]azepin-4-yl)piperazin-2-yl)acetonitrile CC=1C=CC=C2C=CC=C(C12)N1CC2=C(CCC1)N=C(N=C2N2C[C@@H](NCC2)CC#N)OC[C@H]2N(CCC2)C